C(C)(=O)C1=NC=2N(C=C1)N=CC2C(C)C 5-acetyl-3-isopropylpyrazolo[1,5-a]pyrimidine